(S)-2-(acetylamino)-N-benzyl-3-methoxypropanamide C(C)(=O)N[C@H](C(=O)NCC1=CC=CC=C1)COC